(1S,2S)-1-CYCLOPROPYL-2-METHYL-4-PENTEN-1-OL C1(CC1)[C@H]([C@H](CC=C)C)O